O[C@@H]1C[C@H](N(C1)C(=O)C1=CC=C(C=C1)C1=C(C=CC=C1)C)C(=O)O (4R)-4-hydroxy-1-[(2'-methyl-1,1'-biphenyl-4-yl)-carbonyl]-L-proline